C(C)OCCC(CN1C=CC2=CC=C(C=C12)F)C 1-(4-ethoxy-2-methyl-butyl)-6-fluoro-1H-indol